1-bromo-2-(difluoromethoxy)-5-fluoro-3-methylbenzene BrC1=C(C(=CC(=C1)F)C)OC(F)F